BrCC1=C(C=C(C(=C1)Cl)Cl)CBr 1,2-bis(bromomethyl)-4,5-dichlorobenzene